1-(3-chlorophenyl)-2,3,4-triphenyl-9H-fluoren ClC=1C=C(C=CC1)C1=C(C(=C(C=2C3=CC=CC=C3CC12)C1=CC=CC=C1)C1=CC=CC=C1)C1=CC=CC=C1